N1CCC2=CC=CC=C12 2,3-DIHYDROINDOLE